OCCNC(O[C@@H]1CC[C@H](CC1)C(N(C[C@@H]1CC[C@H](CC1)C1=CC(=C(C=C1)OC)C)C1=NC=CC(=C1)C1=CN=C(S1)C1CC1)=O)=O trans-4-((4-(2-Cyclopropylthiazol-5-yl)pyridin-2-yl)((trans-4-(4-methoxy-3-methylphenyl)cyclohexyl)methyl)carbamoyl)-cyclohexyl (2-hydroxyethyl)carbamate